(1'R,2'R)-5'-methyl-4-((E)-pent-1-en-1-yl)-2'-(prop-1-en-2-yl)-1',2',3',4'-tetrahydro-[1,1'-biphenyl]-2,6-diol CC=1CC[C@H]([C@@H](C1)C=1C(=CC(=CC1O)\C=C\CCC)O)C(=C)C